CC1(C(N(C2=CC=C(C=C12)C(=O)NC1(CCS(CC1)(=O)=O)C)C1=CC(=CC=C1)S(NC)(=O)=O)=O)C 3,3-dimethyl-N-(4-methyl-1,1-dioxidotetrahydro-2H-thiopyran-4-yl)-1-(3-(N-methylsulfamoyl)phenyl)-2-oxoindoline-5-carboxamide